S(OC1=CC(=CC(=C1)O)O)(O)(=O)=O 3,5-dihydroxyphenyl bisulfate